C([C@@]1(C)CCCC(C)=C1\C=C\C(\C)=C\C=C\C(\C)=C\C=C\C=C(/C)\C=C\C=C(/C)\C=C\C1=C(C)CCCC1(C)C)CCCCCCCCCCCC(=O)O beta-carotene-lauric acid